C(=O)O.C(C)OC1CC(C1)N1N=C(C(=C1)NC(=O)C=1OC(=CC1)C=1C=NNC1)C1=NC=CC=C1F N-(1-((1s,3s)-3-ethoxycyclobutyl)-3-(3-fluoropyridin-2-yl)-1H-pyrazol-4-yl)-5-(1H-pyrazol-4-yl)furan-2-carboxamide formate